C(C)(C)[N+](=C\C=C\CCC)[O-] (2e)-N-isopropylhex-2-en-1-imine oxide